6-(7-chloro-3-ethylsulfonyl-imidazo[1,2-a]pyridin-2-yl)-2,2-difluoro-5H-[1,3]dioxolo[4,5-f]isoindol-7-one ClC1=CC=2N(C=C1)C(=C(N2)N2CC=1C=C3C(=CC1C2=O)OC(O3)(F)F)S(=O)(=O)CC